5,5'-dichloro-4,6'-diaminobiphenyl ClC=1C(=CC=C(C1)C1=CC=CC(=C1N)Cl)N